[N+](=O)([O-])C1=CC=C(C2=CC=CC=C12)OC1=CC=C(C=C1)CCN1CCCCC1 1-(2-(4-((4-nitronaphthalen-1-yl)oxy)phenyl)ethyl)piperidine